methyl 2-(trans-4-(methyl(4-nitrobenzyl)amino)cyclohexyl)acetate CN([C@@H]1CC[C@H](CC1)CC(=O)OC)CC1=CC=C(C=C1)[N+](=O)[O-]